N1(C=NC=C1)C=1C=C2C(=C(N1)C(=O)NC1CCC(CC1)OCCOC)NC=C2 5-(1H-Imidazol-1-yl)-N-((1r,4r)-4-(2-methoxyethoxy)cyclohexyl)-1H-pyrrolo[2,3-c]pyridine-7-carboxamide